N1C=CC2=C(C=CC=C12)N1C(NC(CC1)=O)=O 1-(1H-Indol-4-yl)dihydropyrimidine-2,4(1H,3H)-dione